OC1=C(C(=CC=C1)O)NC(OC(C)(C)C)=O tert-Butyl (2,6-dihydroxyphenyl)carbamate